5-(6-isopropyl-2-(4-((2-methoxy-2-methylpropyl)amino)cyclohexyl)-4H-pyrrolo[3,2-d]thiazol-5-yl)-1,3,4-trimethylpyridin-2(1H)-one C(C)(C)C1=C(NC2=C1N=C(S2)C2CCC(CC2)NCC(C)(C)OC)C=2C(=C(C(N(C2)C)=O)C)C